IC1=CC=C(C=C1)C1=COC2=C(C(=CC=C2C1=O)OC)OC 3-(4-iodophenyl)-7,8-dimethoxy-4H-chromen-4-one